C(=O)=C1C2=CC=CC=C2C(C=2C=CC(=CC12)C(=O)N)=C=O 9,10-dicarbonyl-9,10-dihydroanthracene-2-carboxamide